C12CN(CC2C1)C1=NC=CC(=N1)C 2-{3-Azabicyclo[3.1.0]hexan-3-yl}-4-methylpyrimidin